methyl (3S)-7-hydroxy-5-oxo-indolizine-3-carboxylate OC1=CC(N2[C@@H](C=CC2=C1)C(=O)OC)=O